FC(OC=1C(=NC(=NC1)C(C)C)NC1=NNC2=CC(=CC=C12)[C@@H]1C[C@@]12C(NC1=CC=C(C=C21)OC)=O)F (1R,2S)-2-(3-{[5-(difluoromethoxy)-2-isopropylpyrimidin-4-yl]amino}-1H-indazol-6-yl)-5'-methoxy-1'H-spiro[cyclopropane-1,3'-indol]-2'-one